NS(=NC(CC1=C2C(=CC=3CCCC13)CC2)=O)(=O)C2=CN=C(S2)C(C)(C)O N-(amino(2-(2-hydroxypropan-2-yl)thiazol-5-yl)(oxo)-λ6-sulfaneylidene)-2-(2,4,5,6-tetrahydro-1H-cyclobuta[f]inden-3-yl)acetamide